N-(5-aminopentyl)-4-[[3-[1-(2,2-difluoroethyl)-3-(trifluoromethyl)pyrazol-4-yl]imidazo[1,2-a]pyrazin-8-yl]amino]-2-ethyl-benzamide NCCCCCNC(C1=C(C=C(C=C1)NC=1C=2N(C=CN1)C(=CN2)C=2C(=NN(C2)CC(F)F)C(F)(F)F)CC)=O